N-(1,1-Dioxido-2,3-dihydrothiophen-3-yl)-2-ethyl-5-oxo-4,5-dihydrothieno[3,2-b]pyridine-6-carboxamide O=S1(CC(C=C1)NC(=O)C1=CC2=C(NC1=O)C=C(S2)CC)=O